5-(4-(aminomethyl)phenyl)benzo[d]oxazol-2(3H)-one, hydrochloride Cl.NCC1=CC=C(C=C1)C=1C=CC2=C(NC(O2)=O)C1